ClC1=C(C=C2C(C(NC2=C1)=O)=C(O)C1=CC(=NO1)C)C1=CC=C(C=C1)F 6-Chloro-5-(4-fluoro-phenyl)-3-[1-hydroxyl-(3-methyl-isoxazol-5-yl)-methylidene]-1,3-dihydro-indol-2-one